allyl alcohol (allyl methacrylate) C(C=C)C=C(C(=O)OCC=C)C